N-((1-((1r,4r)-4-(Cyanomethyl)cyclohexyl)-1,6-dihydroimidazo[4,5-d]pyrrolo[2,3-b]pyridin-2-yl)methyl)-2-cyclohexyl-N'-hydroxyacetimidamide C(#N)CC1CCC(CC1)N1C(=NC=2C1=C1C(=NC2)NC=C1)CNC(CC1CCCCC1)=NO